ClC=1C=C2C(=CNC2=CC1Cl)CC(=O)O 2-(5,6-dichloro-1H-indol-3-yl)acetic acid